acrylic cyclohexanecarboxylic anhydride C1(CCCCC1)C(=O)OC(C=C)=O